SC(CCCCC)O sulfanyl-hexanol